2-(benzo[d][1,3]dioxol-5-yloxy)-N-phenyl-N-(thiophen-2-ylmethyl)acetamide O1COC2=C1C=CC(=C2)OCC(=O)N(CC=2SC=CC2)C2=CC=CC=C2